((5-(2,6-difluorophenyl)pyridin-2-yl)methyl)-8-fluoro-1,2,3,4-tetrahydronaphthalen-1-amine FC1=C(C(=CC=C1)F)C=1C=CC(=NC1)CC1(CCCC2=CC=CC(=C12)F)N